1-(3-(4-fluorophenyl)-5-(1-hydroxyethyl)-7-methylquinolin-2-yl)ethan-1-one FC1=CC=C(C=C1)C=1C(=NC2=CC(=CC(=C2C1)C(C)O)C)C(C)=O